cis-aniline NC1=CC=CC=C1